2-cyano-4-methylbenzenesulfonyl chloride C(#N)C1=C(C=CC(=C1)C)S(=O)(=O)Cl